CS(=O)(=O)OC1=CC=C(C=2COC(OCC21)C=2N=C(SC2)C2CCN(CC2)C(CN2N=C(C=C2C(F)F)C(F)F)=O)F 3-[2-(1-{[3,5-bis(difluoromethyl)-1H-pyrazol-1-yl]acetyl}piperidin-4-yl)-1,3-thiazol-4-yl]-9-fluoro-1,5-dihydro-2,4-benzodioxepin-6-yl methane-sulfonate